ClC=1C=NN2C1C(=CC=C2C#N)N2C[C@@]1(C[C@@]1(C2)C(F)(F)F)C=2OC(=NN2)C2CCN(CC2)C 3-chloro-4-((1S,5R)-1-(5-(1-methylpiperidin-4-yl)-1,3,4-oxadiazol-2-yl)-5-(trifluoromethyl)-3-azabicyclo[3.1.0]hexan-3-yl)pyrazolo[1,5-a]pyridine-7-carbonitrile